NC1=NN2C(C=C(C=C2)C=2C(=C(C(=O)NCCC3(CC3)C3=CC=C(C=C3)F)C(=CC2)Cl)F)=N1 3-(2-amino-[1,2,4]triazolo[1,5-a]pyridin-7-yl)-6-chloro-2-fluoro-N-(2-(1-(4-fluorophenyl)cyclopropyl)ethyl)benzamide